(1R*,3S*,4R*)-3-fluoro-1-(3-(5-fluoropyrimidin-2-yl)-4-hydroxybenzyl)-4-(methylsulfonamido)cyclopentane-1-carboxylate F[C@H]1C[C@@](C[C@H]1NS(=O)(=O)C)(C(=O)[O-])CC1=CC(=C(C=C1)O)C1=NC=C(C=N1)F |o1:1,3,5|